tert-butyl (E)-(2-(4-(1-(3-fluoro-1-(tetrahydro-2H-pyran-2-yl)-1H-indazol-5-yl)-2-(3-fluoro-5-(trifluoromethyl)phenyl)but-1-en-1-yl)phenoxy)ethyl)carbamate FC1=NN(C2=CC=C(C=C12)\C(=C(/CC)\C1=CC(=CC(=C1)C(F)(F)F)F)\C1=CC=C(OCCNC(OC(C)(C)C)=O)C=C1)C1OCCCC1